tert-butyl (3r,4r)-4-(((3-cyclopropyl-7-((2-fluoro-4-(thiazol-2-yl) benzyl) amino) pyrazolo[1,5-a]pyrimidin-5-yl) amino) methyl)-3-hydroxypiperidine-1-carboxylate C1(CC1)C=1C=NN2C1N=C(C=C2NCC2=C(C=C(C=C2)C=2SC=CN2)F)NC[C@@H]2[C@H](CN(CC2)C(=O)OC(C)(C)C)O